C(C(C)C)S(=O)(=O)C1=C(OC2=C(C=C(C=C2)C2=NOC(=N2)CN2C(N(C3(C2=O)CCN(CC3)C(=O)OC(C)(C)C)CCN3CCOCC3)=O)C(F)(F)F)C=CC=C1 tert-butyl 3-((3-(4-(2-(isobutylsulfonyl) phenoxy)-3-(trifluoromethyl) phenyl)-1,2,4-oxadiazol-5-yl) methyl)-1-(2-morpholinoethyl)-2,4-dioxo-1,3,8-triazaspiro[4.5]decane-8-carboxylate